2-tert-butylamino-4-cyclopropylamino-6-methylthio-1,3,5-triazine C(C)(C)(C)NC1=NC(=NC(=N1)NC1CC1)SC